3-chloro-N-((2-chloro-6-(ethylcarbamoyl)-4-methylphenyl)carbamoyl)-5-(trifluoromethyl)picolinamide ClC=1C(=NC=C(C1)C(F)(F)F)C(=O)NC(NC1=C(C=C(C=C1C(NCC)=O)C)Cl)=O